C(C)OC(=O)C12C(CC(CC1)(CC2)NC(COC2=CC(=C(C=C2)Cl)F)=O)=O 4-[2-(4-chloro-3-fluorophenoxy)acetylamino]-2-oxobicyclo[2.2.2]octane-1-carboxylic acid ethyl ester